(R)-4-chloro-6,6a,7,8,9,10-hexahydro-5H-pyrazino[1,2-a][1,8]naphthyridine ClC=1C=2CC[C@H]3N(C2N=CC1)CCNC3